C(CCCCCCCCC)OC(=S)[S-].[Zn+2].C(CCCCCCCCC)OC(=S)[S-] zinc decylxanthate